1,4-diethynylbenzenediamine C(#C)C1(C(C=C(C=C1)C#C)N)N